N[C@@H](COC=1C=CC(=C(C(=O)NC2(CC2)C2=C3C=CN=CC3=CC(=C2)OC)C1)C)C (R)-5-(2-Aminopropoxy)-N-(1-(7-methoxyisoquinolin-5-yl)cyclopropyl)-2-methylbenzamide